N-(5-((4-(5-(1H-imidazole-1-yl)-3,3-dimethyl-2,3-dihydro-1H-pyrrolo[3,2-b]pyridin-1-yl)pyrimidin-2-yl)amino)-2-((2-(dimethylamino)ethyl)(methyl)amino)-4-methoxyphenyl)acrylamide N1(C=NC=C1)C1=CC=C2C(=N1)C(CN2C2=NC(=NC=C2)NC=2C(=CC(=C(C2)NC(C=C)=O)N(C)CCN(C)C)OC)(C)C